C(C)N(C(=O)N1C=NC(=C1)C1(CC2=CC=CC=C2C1)CC)CC N,N-diethyl-4-(2-ethylindan-2-yl)-1H-imidazole-1-carboxamide